(R)-6-chloro-3-((1-(2-(3,3-difluoropyrrolidin-1-yl)-3-ethyl-6-methyl-4-oxo-3,4-dihydroquinazolin-8-yl)ethyl)amino)picolinic acid ClC1=CC=C(C(=N1)C(=O)O)N[C@H](C)C=1C=C(C=C2C(N(C(=NC12)N1CC(CC1)(F)F)CC)=O)C